1,2,5,6-tetrahydro-1-methyl-3-picolinic acid methyl ester COC(C=1CN(CCC1)C)=O